N-[(4-cyclopropanesulfonamidopyridin-2-yl)methyl]-5-(6-ethoxypyrazin-2-yl)-1,3-thiazole-2-carboxamide C1(CC1)S(=O)(=O)NC1=CC(=NC=C1)CNC(=O)C=1SC(=CN1)C1=NC(=CN=C1)OCC